ClC=1C=C(C=CC1Cl)C1(CN(CCC1)C(=O)C1=CC=CC=C1)CCCN1CCC(=CC1)C1=CC=CC=C1 {3-(3,4-dichloro-phenyl)-3-[3-(4-phenyl-3,6-dihydro-2H-pyridin-1-yl)-propyl]-piperidin-1-yl}-phenyl-methanone